3-(4-(2-Azaspiro[3.3]heptan-6-ylamino)-3-methyl-2-oxo-2,3-dihydro-1H-benzo[d]imidazol-1-yl)piperidine-2,6-dione C1NCC12CC(C2)NC2=CC=CC=1N(C(N(C12)C)=O)C1C(NC(CC1)=O)=O